dinitrobenzene chloride [Cl-].[N+](=O)([O-])C1=C(C=CC=C1)[N+](=O)[O-]